NC=1C=2N(C(=CN1)C1=CCC(CC1)N)C(=NC2C2=CC=C(C1=CC=CC=C21)NC(=O)NC=2C=C(C=CC2)C)C 1-(4-(8-amino-5-(4-aminocyclohex-1-en-1-yl)-3-methylimidazo[1,5-a]pyrazin-1-yl)naphthalen-1-yl)-3-(m-tolyl)urea